C(C)(C)(C)[C@]1(N(CCN(C1)C1=NOC(=C1)C(C(C)C)C(=O)OC)C(=O)OCC1=NC=CC(=N1)OCCO[Si](C)(C)C(C)(C)C)C (4-(2-((tert-butyldimethylsilyl)oxy)ethoxy)pyrimidin-2-yl)methanol tert-butyl-(2R)-4-[5-(1-methoxycarbonyl-2-methyl-propyl)isoxazol-3-yl]-2-methyl-piperazine-1-carboxylate